C(C)S(=O)(=O)NC1=C(C=C(C=C1)C1=NNC(=C1C(=O)N)NC=1C=NC(=CC1)OC)OCC1=CC=C(C=C1)F 3-(4-(ethylsulfonamido)-3-((4-fluorobenzyl)oxy)phenyl)-5-((6-methoxypyridin-3-yl)amino)-1H-pyrazole-4-carboxamide